nitrosourea chloride [Cl-].N(=O)NC(=O)N